C(C)OC(=O)[C@]1(CC([C@@H](C1)N=[N+]=[N-])(F)F)CC1=CC(=CC=C1)C1=NC=CC=N1 |o1:5,8| (1R*,4R*)-4-azido-3,3-difluoro-1-(3-(pyrimidin-2-yl)benzyl)cyclopentane-1-carboxylic acid ethyl ester